4-iodoindole-3-carbaldehyde IC1=C2C(=CNC2=CC=C1)C=O